N-methyl-N-(3-oxo-4-((R)-1-tritylaziridine-2-carbonyl)piperazine-1-carbonyl)-L-valine CN([C@@H](C(C)C)C(=O)O)C(=O)N1CC(N(CC1)C(=O)C1[N@@](C1)C(C1=CC=CC=C1)(C1=CC=CC=C1)C1=CC=CC=C1)=O